CN(C)CC1CCC(CC1)[N+]1=NOC(=C1)[N-]C(NC1=CC(=CC(=C1)C(F)(F)F)N(C(C(C)C1=CC=CC=C1)=O)C)=O (3-((1R,4R)-4-((Dimethylamino)methyl)-cyclohexyl)-1,2,3-oxadiazol-3-ium-5-yl)((3-(N-methyl-2-phenylpropanamido)-5-(trifluoro-methyl)phenyl)carbamoyl)amide